N-(4-fluoro-3-methylphenyl)-1,2,4-trimethyl-5-(2-oxo-2-((2-(thiophen-3-yl)ethyl)amino)acetyl)-1H-pyrrole-3-carboxamide FC1=C(C=C(C=C1)NC(=O)C1=C(N(C(=C1C)C(C(NCCC1=CSC=C1)=O)=O)C)C)C